anti-Alloxan N1C(=O)NC(=O)C(=O)C1=O